CC1=C(C=CN=C1C)C2=CC=NC=C2 dimethyl-4,4'-bipyridine